ClC=1C=CC(=C(C1)C1=NNC=C1C1=NC2=CC(=CN=C2C=C1)N1CCC(CC1)N1CCCC1)F 2-[3-(5-chloro-2-fluoro-phenyl)-1H-pyrazol-4-yl]-7-(4-pyrrolidin-1-yl-1-piperidyl)-1,5-naphthyridine